CS(=O)(=O)OCC[C@@H](C)O[Si](C)(C)C(C)(C)C (R)-3-((tert-butyldimethylsilyl)oxy)butyl methanesulfonate